N1-(5,6-difluoro-1H-indol-3-yl)-N2-(3-(trifluoromethyl)phenethyl)oxalamide FC=1C=C2C(=CNC2=CC1F)NC(C(=O)NCCC1=CC(=CC=C1)C(F)(F)F)=O